N,N-dimethyldodecan-1-amine N-oxide C[N+](CCCCCCCCCCCC)(C)[O-]